6-[4-(2,2-difluoro-3-hydroxypropoxy)-2-fluoro-3,5-dimethylphenyl]-5-methyl-4,5-dihydro-2H-pyridazin-3-one FC(COC1=C(C(=C(C=C1C)C=1C(CC(NN1)=O)C)F)C)(CO)F